C(#N)C(C)(C)C=1N=C(N(C1)C(=O)NCCC(C)C)OC (2-cyanopropan-2-yl)-N-isopentyl-2-methoxy-1H-imidazole-1-carboxamide